C(\C=C\C1=CC(OC)=C(O)C(OC)=C1)(=O)C=1C(NC(NC1)=O)=O sinapoyl-uracil